N-(1-methyl-2-(6-methyl-1H-benzo[d]imidazol-5-yl)-1H-pyrrolo[2,3-c]pyridin-5-yl)cyclopropanecarboxamide CN1C(=CC=2C1=CN=C(C2)NC(=O)C2CC2)C2=CC1=C(NC=N1)C=C2C